2-(4-tert-butylphenyl)-5-(4-tert-butylphenyl)-1,3,4-oxadiazole C(C)(C)(C)C1=CC=C(C=C1)C=1OC(=NN1)C1=CC=C(C=C1)C(C)(C)C